C1=CC=CC=2C3=CC=CC=C3C(C12)COC(=O)N[C@@H](CC(=O)[O-])CC=C (3R)-3-(9H-fluoren-9-ylmethoxycarbonylamino)hex-5-enoate